5-(4-cyclopropyl-6-methoxy-pyrimidin-5-yl)-3-[[4-[1-(trideuteriomethyl)-4-(trifluoromethyl)imidazol-2-yl]phenyl]methyl]-1H-pyrazolo[4,3-d]pyrimidine C1(CC1)C1=NC=NC(=C1C=1N=CC2=C(N1)C(=NN2)CC2=CC=C(C=C2)C=2N(C=C(N2)C(F)(F)F)C([2H])([2H])[2H])OC